NCC1(CC1)C(=O)N1[C@H](CCC1)C(=O)NC=1SC2=C(N1)C=CC(=C2)OC(F)(F)F (R)-1-(1-(aminomethyl)cyclopropane-1-carbonyl)-N-(6-(trifluoromethoxy)benzo[d]thiazol-2-yl)pyrrolidine-2-carboxamide